FC(C(=O)[O-])(F)F.FC(C(=O)[O-])(F)F.C1(=CC=CC=C1)N1N=NC(=C1)C[N+]1=CC(=CC=C1)C(=O)N[NH3+] [[1-[(1-phenyl-1H-1,2,3-triazol-4-yl)methyl]pyridin-1-ium-3-carbonyl]amino]ammonium Bistrifluoroacetate